cyclohexylethyl fumarate C(\C=C\C(=O)[O-])(=O)OCCC1CCCCC1